ClC=1C=2C(N=C(N1)Cl)=NN(C2)C 4,6-dichloro-2-methylpyrazolo[3,4-d]pyrimidine